2-(4-bromo-2-methylphenyl)oxirane BrC1=CC(=C(C=C1)C1OC1)C